Ethyl 2-(bromomethyl)-4,6-dichloronicotinate BrCC1=C(C(=O)OCC)C(=CC(=N1)Cl)Cl